tert-butyl N-[2'-(4-hexoxybenzenesulfonamido)ethyl]carbamate C(CCCCC)OC1=CC=C(C=C1)S(=O)(=O)NCCNC(OC(C)(C)C)=O